tert-butyl (1-(1-(6-(oxetan-3-yl)pyrimidin-4-yl)-1H-1,2,4-triazol-5-yl)ethyl)carbamate O1CC(C1)C1=CC(=NC=N1)N1N=CN=C1C(C)NC(OC(C)(C)C)=O